8-Fluoro-N-((1r,4r)-4-(2-hydroxypropan-2-yl)cyclohexyl)-5,6-dihydrobenzo[f]imidazo[1,5-d][1,4]oxazepine-10-carboxamide FC1=CC(=CC=2C=3N(CCOC21)C=NC3)C(=O)NC3CCC(CC3)C(C)(C)O